Cl.C(C)C(CC)NC1=C(C(=NC(=C1)C)OC1=C(C=C(C=C1C)C)C)C N-(1-ethylpropyl)-3,6-dimethyl-2-(2,4,6-trimethylphenoxy)-4-pyridinamine hydrochloride